C(CCCCCCCCCCCCCCCCCCCCCCCCCCCCCCC)O dotriacontanol